N-[4-[4-(4-morpholinyl)-7H-pyrrolo[2,3-d]pyrimidin-6-yl]phenyl]-4-[[3-[(1-oxo-2-propen-1-yl)amino]-1-piperidinyl]methyl]-2-pyridinecarboxamide N1(CCOCC1)C=1C2=C(N=CN1)NC(=C2)C2=CC=C(C=C2)NC(=O)C2=NC=CC(=C2)CN2CC(CCC2)NC(C=C)=O